C(CCCCCCCCCCCCCCCCCCCCC)(=O)O.C(CCC\C=C/C\C=C/C\C=C/C\C=C/CCCCC)(=O)O arachidonic acid behenate